N1C=C(C2=CC=CC=C12)CCC=1SC=2N=C(N=C(C2N1)N)C=1C=NC=NC1 (2-(1H-indol-3-yl)ethyl)-5-(pyrimidin-5-yl)thiazolo[5,4-d]pyrimidin-7-amine